C(CCCCCCC\C=C/C=C/C=C\CCCC)(=O)O (9Z,11E,13Z)-octadeca-9,11,13-trienoic acid